C1(CCCCC1)N1N=CC(=C1)NC1=NC=C(C=N1)C(=O)N 2-((1-cyclohexyl-1H-pyrazol-4-yl)amino)pyrimidin-5-carboxamide